FC1=C(C(=CC=C1)F)CN1C(N(N=C1)C1=CC=C(C=C1)OC=1N(N=C(C1[N+](=O)[O-])N1CC(C1)OCC)C)=O 4-[(2,6-difluorophenyl)methyl]-2-[4-[5-(3-ethoxyazetidin-1-yl)-2-methyl-4-nitro-pyrazol-3-yl]oxyphenyl]-1,2,4-triazol-3-one